4-Bromo-1-ethyl-2-iodobenzene BrC1=CC(=C(C=C1)CC)I